FCN=C=S fluoromethyl isothiocyanate